NC1=NC=NN2C1=C(C=C2C=2C(=CC(=C(C(=O)N[C@@H]1CN(C[C@@H]1F)C(C1=C(C=C(C=C1F)F)F)=O)C2)C)F)C(F)(F)F 5-[4-amino-5-(trifluoromethyl)pyrrolo[2,1-f][1,2,4]triazin-7-yl]-4-fluoro-N-[(3R,4S)-4-fluoro-1-(2,4,6-trifluorobenzoyl)pyrrolidin-3-yl]-2-methylbenzamide